ClC=1C=C(CN2CCN(C3=CC=CC=C23)CC(C)N2CCCCC2)C=CC1 1-(4-(3-chlorobenzyl)-3,4-dihydroquinoxalin-1(2H)-yl)-2-(piperidin-1-yl)propan